ClC=1C=C(C(=C2C(=NN(C12)C)NC)OC1=C(C=CC(=C1)F)Cl)NC(C1=CC(=CC(=C1)C(F)(F)F)F)=O N-(7-chloro-4-(2-chloro-5-fluorophenoxy)-1-methyl-3-(methylamino)-1H-indazol-5-yl)-3-fluoro-5-(trifluoromethyl)benzamide